(S)-2-((benzyloxycarbonyl)(ethyl)amino)propionic acid C(C1=CC=CC=C1)OC(=O)N([C@H](C(=O)O)C)CC